C(C)(C)(C)OC(N[C@@H]1CC[C@H](CC1)CCN1C[C@H](N(CC1)C1=C(C(=CC=C1)Cl)Cl)C)=O (trans-4-(2-((R)-4-(2,3-dichlorophenyl)-3-methylpiperazin-1-yl)ethyl)cyclohexyl)carbamic acid tert-butyl ester